N(=C=S)C1=CC(=C(C#N)C=C1)SC 4-isothiocyanato-2-(methylthio)benzonitrile